bis(1,4,7,10-tetraoxaundecyl)(1,4,7,10,13-pentaoxatetradecyl)(1,4,7-trioxaundecyl)borane methyl-4-amino-3-[[(2S)-oxetan-2-yl]methylamino]benzoate COC(C1=CC(=C(C=C1)N)NC[C@H]1OCC1)=O.O(CCOCCOCCOC)C(CCCOCCOCCOBOCCOCCOCCOCCOC)OCCOCCOCCOC